Nitrylamid [N+](=O)([O-])[NH-]